C1(=CC=CC=C1)P(C1=C(NC2=C(C=CC=C2)C=2N(C[C@@H](N2)C(C)C)C2=CC=CC=C2)C=CC=C1)C1=CC=CC=C1 (S)-2-(diphenylphosphino)-N-(2-(4-isopropyl-1-phenyl-4,5-dihydro-1H-imidazole-2-yl)phenyl)aniline